acryloyloxypropyl-dimethyl-ethoxysilane C(C=C)(=O)OCCC[Si](OCC)(C)C